ClC1=CC=C(S1)C(O)C=1N(C(=C(N1)S(=O)(=O)C)C)COCC[Si](C)(C)C (5-chlorothiophen-2-yl)(5-methyl-4-(methylsulfonyl)-1-((2-(trimethylsilyl)ethoxy)methyl)-1H-imidazol-2-yl)methanol